CC=1SC(=CN1)CC(=O)NC1=NNC(=C1)[C@@H]1C[C@@H](CC1)N(C([O-])=O)[C@@H]1[C@@H](CCC1)C (1R,3S)-3-(3-{[(2-methyl-1,3-thiazol-5-yl)acetyl]-amino}-1H-pyrazol-5-yl)-cyclopentyl[(1S,2R)-2-methylcyclopentyl]carbamate